S(CC1=CC=C(C(=O)OC)C=C1)CC1=CC=C(C(=O)OC)C=C1 Dimethyl 4,4'-(thiobis(methylene))dibenzoate